(R)-N-((S)-3-(3,4-dihydroisoquinolin-2(1H)-yl-1,1,4,4-d4)-2-hydroxypropyl)-3-(3,5-dimethyl-6-oxopyridazin-1(6H)-yl)piperidine-1-carboxamide C1(N(CC(C2=CC=CC=C12)([2H])[2H])C[C@H](CNC(=O)N1C[C@@H](CCC1)N1N=C(C=C(C1=O)C)C)O)([2H])[2H]